3-Chloro-5,5-dimethyl-6,7,8,9-tetrahydro-5H-pyrido[3',4':4,5]pyrrolo[2,3-c]pyridazine ClC1=CC2=C(N=N1)NC1=C2C(NCC1)(C)C